2-methylpyridin-4-carboxamide CC1=NC=CC(=C1)C(=O)N